(5S)-2-(trans-3-{[6-(difluoromethoxy)pyridin-3-yl]oxy}cyclobutyl)-5-(3,5-difluorophenyl)-2,5,6,7-tetrahydro-3H-pyrrolo[2,1-c][1,2,4]triazol-3-one FC(OC1=CC=C(C=N1)O[C@@H]1C[C@H](C1)N1N=C2N(C1=O)[C@@H](CC2)C2=CC(=CC(=C2)F)F)F